F[B-](F)(F)F.[Mn+2].CN1CCCN2CCN(CCCN(CC1)CC2)C.F[B-](F)(F)F 5,12-dimethyl-1,5,8,12-tetraazabicyclo[6.6.2]hexadecane Manganese(II) Tetrafluoroborate